C1(CC1)S(=O)(=O)N1N=CC(=C1)C1=NC=CC(=N1)NC1=CC2=C(C=N1)C(=NN2C(C)C)N2CCC(CC2)N(C)CC=2C=C1CNC(C1=CC2)=O 5-(((1-(6-((2-(1-(cyclopropylsulfonyl)-1H-pyrazol-4-yl)pyrimidin-4-yl)amino)-1-isopropyl-1H-pyrazolo[4,3-c]pyridin-3-yl)piperidin-4-yl)(methyl)amino)methyl)-1-oxoisoindoline